1-heptadecanoyl-2-(9Z,12Z-octadecadienoyl)-glycero-3-phosphoserine CCCCCCCCCCCCCCCCC(=O)OC[C@H](COP(=O)(O)OC[C@@H](C(=O)O)N)OC(=O)CCCCCCC/C=C\C/C=C\CCCCC